2-(tert-butyl)-5,5-dichloro-5H-dibenzo[b,d]silole C(C)(C)(C)C1=CC2=C([Si](C3=C2C=CC=C3)(Cl)Cl)C=C1